tert-butyl 7-phenyl-1,4-thiazepane-4-carboxylate 1,1-dioxide C1(=CC=CC=C1)C1CCN(CCS1(=O)=O)C(=O)OC(C)(C)C